2-[tert-butoxycarbonyl(methyl)amino]-3-cyclopentyl-propanoic acid C(C)(C)(C)OC(=O)N(C(C(=O)O)CC1CCCC1)C